tert-butyl N-[6-(5-bromo-1H-pyrazol-1-yl)-5-chloropyridin-3-yl]-N-[(tert-butoxy)carbonyl]carbamate BrC1=CC=NN1C1=C(C=C(C=N1)N(C(OC(C)(C)C)=O)C(=O)OC(C)(C)C)Cl